[(tert-butoxy)carbonyl]({[methyl({[6-(trifluoromethoxy)-1,3-benzothiazol-2-yl]carbamoyl}methyl)carbamoyl]methyl}amino) piperidine-1-carboxylate N1(CCCCC1)C(=O)ON(CC(N(CC(NC=1SC2=C(N1)C=CC(=C2)OC(F)(F)F)=O)C)=O)C(=O)OC(C)(C)C